C(#N)C1=C(C=CC(=C1)C(=O)C1=CN=C2N1C=CC=C2C2=CC1=C(N(C=N1)C)C=C2C)NC(\C=C\CNC2CCC(CC2)OC)=O (E)-N-(2-cyano-4-(8-(1,6-dimethyl-1H-benzo[d]imidazol-5-yl)imidazo[1,2-a]pyridine-3-carbonyl)phenyl)-4-(((1r,4r)-4-methoxycyclohexyl)amino)but-2-enamide